C(C)(C)(C)S(=O)(=O)C=1C(=CC=2N(C1)C(=CN2)C2=NN(C(=C2)C(=O)N[C@H](C)C2=NC=CC=C2)CCO)OC (R)-3-(6-(tert-butylsulfonyl)-7-methoxyimidazo[1,2-a]pyridin-3-yl)-1-(2-hydroxyethyl)-N-(1-(pyridin-2-yl)ethyl)-1H-pyrazole-5-carboxamide